C(C)N1CCN(CC1)CC1=CC=C(C=C1)NC(OC1=CC=CC=C1)=O phenyl (4-((4-ethylpiperazin-1-yl)methyl)phenyl)carbamate